1-methyl-N-((S)-1-(3-((S)-3-methylpiperidin-1-yl)-1,2,4-oxadiazol-5-yl)ethyl)-3-(trifluoromethyl)-1H-pyrazole-5-carboxamide CN1N=C(C=C1C(=O)N[C@@H](C)C1=NC(=NO1)N1C[C@H](CCC1)C)C(F)(F)F